N-(2-azaspiro[3.3]heptan-6-ylmethyl)-3-chloro-5-fluoro-benzamide C1NCC12CC(C2)CNC(C2=CC(=CC(=C2)F)Cl)=O